C(#N)C1=CC(=C(OC2=NC=C(C=C2C(=O)NC=2C[N+](C=CC2)=O)C(F)(F)F)C=C1)OC 2-(4-cyano-2-methoxy-phenoxy)-N-(1-oxopyridin-1-ium-3-yl)-5-(trifluoromethyl)pyridine-3-carboxamide